C(C1=CC=CC=C1)(=O)OC1=CC=C(C=C1)/C=C/C(=O)C1=C(C=C(C=C1)O[C@@H]1[C@@H](OC(C)=O)[C@H](O)[C@@H](O)[C@@H](O1)C)OC(C)=O (E)-3-[4-(Benzoyloxy)phenyl]-1-[2-acetoxy-4-(6-deoxy-2-O-acetyl-beta-L-glucopyranosyloxy)phenyl]-2-propen-1-one